5-[(4-fluorophenyl)methoxy]-1-(5-methylfuran-3-carbonyl)-3-{1-[2-(morpholin-4-yl)acetyl]-4-oxoazetidin-2-yl}-1H-pyrazole-4-carbonitrile FC1=CC=C(C=C1)COC1=C(C(=NN1C(=O)C1=COC(=C1)C)C1N(C(C1)=O)C(CN1CCOCC1)=O)C#N